ONC(=O)C1=CC2=C(CN([C@@H](CO2)C=2C=C3N=CC=NC3=CC2)C(=O)C2CCOCC2)C=C1 (R)-N-hydroxy-3-(quinoxalin-6-yl)-4-(tetrahydro-2H-pyran-4-carbonyl)-2,3,4,5-tetrahydrobenzo[f][1,4]oxazepine-8-carboxamide